C(C)C1=C(C=CC(=N1)N1C(N(C2(C1)CCN(CC2)CCC(F)(F)F)CC2=C(C(=CC=C2)F)C)=O)C=2C=NNC2 3-(6-ethyl-5-(1H-pyrazol-4-yl)pyridin-2-yl)-1-(3-fluoro-2-methylbenzyl)-8-(3,3,3-trifluoropropyl)-1,3,8-triazaspiro[4.5]decan-2-one